BrC1=CC=C(C=C1)S(CCCC1=CC=CC=C1)(=O)=N (4-bromophenyl)-imino-oxo-(3-phenylpropyl)-sulfane